Methyl 3-bromo-6-chloro-pyridin-2-carboxylate BrC=1C(=NC(=CC1)Cl)C(=O)OC